(S)-(1-(5-bromo-1-methyl-6-oxo-1,6-dihydropyrimidin-2-yl)-4'H,6'H-spiro[piperidine-4,5'-pyrrolo[1,2-b]pyrazole]-4'-yl)carbamic acid tert-butyl ester C(C)(C)(C)OC(N[C@H]1C2(CN3N=CC=C31)CCN(CC2)C=2N(C(C(=CN2)Br)=O)C)=O